FC1=C(C(=CC=C1)OC)CC(=O)NC(C(=O)O)CCN(CCCCC1=NC=2NCCCC2C=C1)CC(CF)OC 2-[[2-(2-fluoro-6-methoxy-phenyl)acetyl]amino]-4-[[3-fluoro-2-methoxy-propyl]-[4-(5,6,7,8-tetrahydro-1,8-naphthyridin-2-yl)butyl]amino]butanoic acid